3-(1-(2-hydroxy-2-methylpropyl)azetidin-3-yl)-4,7-dimethyl-3,4-dihydro-5H-pyrazolo[3,4-c]isoquinolin-5-one OC(CN1CC(C1)N1N=CC2=C1N(C(C=1C=C(C=CC21)C)=O)C)(C)C